N-(3-Amino-7-chloro-4-(2-chloro-5-fluorophenoxy)-1-methyl-1H-indazol-5-yl)-3-(trifluoromethyl)benzamide NC1=NN(C2=C(C=C(C(=C12)OC1=C(C=CC(=C1)F)Cl)NC(C1=CC(=CC=C1)C(F)(F)F)=O)Cl)C